FC(CN1N=CC=2C1=NC(=CN2)N2CC1(CN(C1)S(=O)(=O)C1=CC=C(C=C1)C(F)(F)F)CC2)F 6-[1-(2,2-difluoroethyl)-1H-pyrazolo[3,4-b]pyrazin-6-yl]-2-[4-(trifluoromethyl)benzenesulfonyl]-2,6-diazaspiro[3.4]octane